ClC1=C(C(=CC=C1)Cl)C1CN(C1)C=1C=CC(=NC1)CN1CCC(CC1)C(=O)O ((5-(3-(2,6-dichlorophenyl)azetidin-1-yl)pyridin-2-yl)methyl)piperidine-4-carboxylic acid